C(#CCC)C1=C2C=NNC2=C(C=C1)C(=O)N 4-(butane-1-yn-1-yl)-1H-indazole-7-Formamide